FC1=C(OC2=C(C=C(C=C2)S(=O)(=O)N)C=2C3=C(C(N(C2)C)=O)NC=C3)C=CC(=C1)F 4-(2,4-difluorophenoxy)-3-(6-methyl-7-oxo-6,7-dihydro-1H-pyrrolo[2,3-c]pyridin-4-yl)benzenesulfonamide